tert-butyl (5-acetylpyrimidin-2-yl)-5,6-dihydropyridine-1(2H)-carboxylate C(C)(=O)C=1C=NC(=NC1)C1N(CCC=C1)C(=O)OC(C)(C)C